2-bromo-5-(1,1,1,2-tetrafluoropropan-2-yl)pyridine octadecyl-3-((3-(2-hexyldecanamido)-4-oxo-4-((2-(piperidin-1-yl)ethyl)amino)butyl)thio)propanoate C(CCCCCCCCCCCCCCCCC)OC(CCSCCC(C(NCCN1CCCCC1)=O)NC(C(CCCCCCCC)CCCCCC)=O)=O.BrC1=NC=C(C=C1)C(C(F)(F)F)(C)F